OCC(CCC(=O)OC1CCCC1)CO cyclopentyl 5-hydroxy-4-(hydroxymethyl)pentanoate